N-cyclobutyl-4-(3-(2,6-dimethylphenoxy)-1-methyl-2-oxo-1,2-dihydropyridin-4-yl)-6-methyl-7-oxo-6,7-dihydro-1H-pyrrolo[2,3-c]pyridine-2-carboxamide C1(CCC1)NC(=O)C1=CC2=C(C(N(C=C2C2=C(C(N(C=C2)C)=O)OC2=C(C=CC=C2C)C)C)=O)N1